ethyl 6-((5-methylisoxazol-3-yl)methyl)quinoline-4-carboxylate CC1=CC(=NO1)CC=1C=C2C(=CC=NC2=CC1)C(=O)OCC